BrC1=CC(=C(C=C1)C(F)(F)F)F 4-Bromo-2-fluoro-1-(trifluoromethyl)benzene